azobis(2-methylimidazoline) dihydrochloride Cl.Cl.N(=NN1C(=NCC1)C)N1C(=NCC1)C